C1=C(C=CC=C1)C1=CC=CC=C1 2,2'-biphenyl